magnesium butyl-phosphate C(CCC)OP(=O)([O-])[O-].[Mg+2]